Pentamethylcyclopentadienyl-(1-methyl-5,6,7,8-tetrahydro-1H-cyclopenta[b]naphthalene) hafnium [Hf].CC1=C(C(=C(C1(C1(C=CC=2C1=CC=1CCCCC1C2)C)C)C)C)C